FC=1C=C(N(C(=O)C2COC2)C=2SC(=C(N2)C(=O)N[C@@H]2CCC23CCC3)C)C=C(C1)F 2-[3,5-difluoro-N-(oxetane-3-carbonyl)anilino]-5-methyl-N-[(3R)-spiro[3.3]heptan-3-yl]-thiazole-4-carboxamide